2-(2-pyridylthio)ethanone N1=C(C=CC=C1)SCC=O